1-O-octadecyl-2-O-(4-methoxybenzyl)-sn-glycerol C(CCCCCCCCCCCCCCCCC)OC[C@@H](OCC1=CC=C(C=C1)OC)CO